BrC=1C(N(C2=CC=CN=C2C1O)C)=O 3-bromo-4-hydroxy-1-methyl-1,5-naphthyridin-2(1H)-one